2,5-dimethyl-3-sulfo-2,5-hexanediol CC(C)(C(CC(C)(O)C)S(=O)(=O)O)O